ClC[O-].[Al+3].ClC[O-].ClC[O-] aluminum chloromethoxide